C1(=CC=CC=C1)S(=O)(=O)NC(CC1=CC(=CC=C1)C#N)C=1SC2=C(N1)C=CC(=C2)OCCCC(=O)OCC Ethyl 4-[[2-[1-(benzenesulfonamido)-2-(3-cyanophenyl)ethyl]-1,3-benzothiazol-6-yl]oxy]butanoate